dihydro-4'H-spiro[cyclohexane-1,5'-thieno[2,3-b]pyridine]-3-carboxylic acid S1CCC2=C1N=CC1(C2)CC(CCC1)C(=O)O